tert-Butyl (S)-3-(4-(pyrazin-2-yl)-1,2,3,4-tetrahydroquinoxaline-1-carboxamido)pyrrolidin-1-carboxylate N1=C(C=NC=C1)N1CCN(C2=CC=CC=C12)C(=O)N[C@@H]1CN(CC1)C(=O)OC(C)(C)C